[Cl-].C[N+](CCOCCOC1=CC=C(C=C1)C(CC(C)(C)C)(C)C)(C)CC1=CC=CC=C1 N,N-Dimethyl-N-[2-[2-[p-(1,1,3,3-tetramethylbutyl)phenoxy]-ethoxy]-ethyl]-benzyl-ammonium chlorid